C(CC(=O)[O-])(=O)[O-] (R)-malonate